ClC1=NC2=CC=CC=C2C(=C1[N+](=O)[O-])NCC=1SC(=CC1)CN1CCCC1 2-chloro-3-nitro-N-((5-(pyrrolidin-1-ylmethyl)thiophen-2-yl)methyl)quinolin-4-amine